N-(5-fluoro-2-methoxybenzylidene)-2-methylpropan-2-sulfinamide FC=1C=CC(=C(C=NS(=O)C(C)(C)C)C1)OC